(Z)-3-(4-(dodecyloxy)phenyl)-2-(4'-(pyridin-4-yl)-[1,1'-biphenyl]-4-yl)acrylonitrile C(CCCCCCCCCCC)OC1=CC=C(C=C1)\C=C(/C#N)\C1=CC=C(C=C1)C1=CC=C(C=C1)C1=CC=NC=C1